(1R,5S,6s)-3-azabicyclo[3.1.0]hexane-3,6-dicarboxylic acid 3-tert-butyl 6-ethyl ester C(C)OC(=O)C1[C@H]2CN(C[C@@H]12)C(=O)OC(C)(C)C